FC(SC1=C(C(=O)O)C=CC(=C1SC(F)(F)F)SC(F)(F)F)(F)F 2,3,4-tris(trifluoromethylthio)benzoic acid